7-((S)-1,1,1-trifluoropropan-2-yl)pyrrolo[2,1-f][1,2,4]triazine-6-carbonitrile FC([C@@H](C)C1=C(C=C2C=NC=NN21)C#N)(F)F